Cl.Cl.Cl.NCCCN[C@@H]1[C@@](CCCC1)(NC)C1=C(C=CC=C1)Cl Cis-(1S,2S)-N2-(3-aminopropyl)-1-(2-chlorophenyl)-N1-methylcyclohexane-1,2-diamine trihydrochloride